C1(=CC=CC=C1)P(C=1C=C(N)C=CC1)C1=CC=CC=C1 3-(diphenylphosphino)aniline